[Si](C)(C)(C(C)(C)C)OCC=1C(=C(C=CC1F)[C@H]1[C@@H](O[C@]([C@H]1C)(C(F)(F)F)C)C(=O)O)OC |r| rac-(2R,3S,4S,5R)-3-(3-(((tert-butyldimethylsilyl)oxy)methyl)-4-fluoro-2-methoxyphenyl)-4,5-dimethyl-5-(trifluoromethyl)tetrahydrofuran-2-carboxylic acid